tert-butyl (R)-1-(((4-(methoxycarbonyl)pyridin-3-yl)amino)methyl)-6-(o-tolyl)-3,4-dihydroisoquinoline-2(1H)-carboxylate COC(=O)C1=C(C=NC=C1)NC[C@@H]1N(CCC2=CC(=CC=C12)C1=C(C=CC=C1)C)C(=O)OC(C)(C)C